NC1CCN(CC1)C1=C(C=NC2=CC=C(C=C12)C1=C(C(=CC(=C1F)F)Cl)O)C1=CC(=CC(=C1)F)F 2-[4-(4-Aminopiperidin-1-yl)-3-(3,5-difluorophenyl)chinolin-6-yl]-6-chloro-3,4-difluorophenol